OC1=C(C=O)C(=CC=N1)C 2-HYDROXY-4-METHYLNICOTINALDEHYDE